CC(=O)N[C@H]1[C@@H]([C@H]([C@@H](O[C@H]1O)CO)O)O α-N-acetyl-D-glucosamine